5-((3-((1-(7-ethyl-6-oxo-5,6-dihydro-1,5-naphthyridin-3-yl)cyclopropyl)amino)cyclobutyl)amino)-N-methylpicolinamide C(C)C=1C(NC=2C=C(C=NC2C1)C1(CC1)NC1CC(C1)NC=1C=CC(=NC1)C(=O)NC)=O